N-(4-(4-amino-7-methyl-5-(1,2,3,6-tetrahydropyridin-4-yl)-7H-pyrrolo[2,3-d]pyrimidin-6-yl)phenyl)acrylamide NC=1C2=C(N=CN1)N(C(=C2C=2CCNCC2)C2=CC=C(C=C2)NC(C=C)=O)C